3',5'-O-bis(t-butyldimethylsilyl)thymidine [Si](C)(C)(C(C)(C)C)[C@@]1(C[C@@H](O[C@@H]1CO[Si](C)(C)C(C)(C)C)N1C(=O)NC(=O)C(C)=C1)O